7-oxo-1-methylbenzenesulfonyl-6,7-dihydro-1H-pyrrolo[2,3-c]pyridin-2-carboxylic acid O=C1NC=CC2=C1N(C(=C2)C(=O)O)S(=O)(=O)C2(CC=CC=C2)C